5-(bromomethyl)isoxazole BrCC1=CC=NO1